C12(CC(C1)C2)N2C(=NC1=C2C(=CC(=C1)C(=O)OC)OC)C1=CC=2C(=NC(=CC2)Br)N1CC1CC1 methyl 1-(bicyclo[1.1.1]pentan-1-yl)-2-(6-bromo-1-(cyclopropylmethyl)-1H-pyrrolo[2,3-b]pyridin-2-yl)-7-methoxy-1H-benzo[d]imidazole-5-carboxylate